(S)-4-((3-chloro-2-fluorophenyl)amino)-6-(pyrrolidin-3-yloxy)-1,5-naphthyridine-3-carbonitrile ClC=1C(=C(C=CC1)NC1=C(C=NC2=CC=C(N=C12)O[C@@H]1CNCC1)C#N)F